4-{1-[(1S)-1-phenylbutyl]-1H-pyrazol-4-yl}-1H-pyrrolo[2,3-b]pyridine C1(=CC=CC=C1)[C@H](CCC)N1N=CC(=C1)C1=C2C(=NC=C1)NC=C2